(6S,9R)- or (6R,9S)-4-(4-chloro-2-fluorophenyl)-6,7,8,9-tetrahydro-5H-6,9-epoxycyclohepta[b]pyridine-2-carboxamide ClC1=CC(=C(C=C1)C1=C2C(=NC(=C1)C(=O)N)[C@H]1CC[C@@H](C2)O1)F |o1:16,19|